methyl 5-[[4-[4-[(2-chlorophenyl) carbamoyl]anilino]-5-fluoro-pyrimidin-2-yl] amino]pyridine-2-carboxylate ClC1=C(C=CC=C1)NC(=O)C1=CC=C(NC2=NC(=NC=C2F)NC=2C=CC(=NC2)C(=O)OC)C=C1